C1CC(CCC1NC(=O)OCC2=CC=CC=C2)O benzyl (1R,4R)-4-hydroxycyclohexylcarbamate